COC(=O)C1(C(OC2=CC=CC=C2C1=O)C1=CC=CC=C1)CC=C=CC1=CSC=C1 (-)-Methyl-4-oxo-2-phenyl-3-(4-(thiophen-3-yl)buta-2,3-dien-1-yl)chromane-3-carboxylate